FC=1C=C2CCO[C@H](C2=CC1)CN (R)-(6-fluoroisochroman-1-yl)methylamine